2-Methyl-5-(thiophen-2-yl)-4-(trifluoromethyl)-5H-indeno[1,2-b]pyridine CC1=CC(=C2C(=N1)C1=CC=CC=C1C2C=2SC=CC2)C(F)(F)F